ClC1=NN2C(N=CC3=C2[C@@](C[C@@H]3C(=O)NC=3C=NC(=C(C3)Cl)N3N=CC=N3)(C(F)(F)F)C)=C1 (6S,8R)-2-chloro-N-(5-chloro-6-(2H-1,2,3-triazol-2-yl)pyridin-3-yl)-8-methyl-8-(trifluoromethyl)-7,8-dihydro-6H-cyclopenta[e]pyrazolo[1,5-a]pyrimidine-6-carboxamide